C(C)N1C(=CC2=CC=CC=C12)C=1C(=NC=C(C1)B1OC(C(O1)(C)C)(C)C)C(C)OC 1-ethyl-2-(2-(1-methoxyethyl)-5-(4,4,5,5-tetramethyl-1,3,2-dioxaborolan-2-yl)pyridin-3-yl)-1H-indole